(2R,3R,4S,5R,6R)-6-((3-(tert-butyl)isoxazol-5-yl)methyl)-2-(hydroxymethyl)-5-methoxy-4-(4-(2,3,4-trifluorophenyl)-1H-1,2,3-triazol-1-yl)tetrahydro-2H-pyran-3-ol C(C)(C)(C)C1=NOC(=C1)C[C@@H]1[C@@H]([C@H]([C@H]([C@H](O1)CO)O)N1N=NC(=C1)C1=C(C(=C(C=C1)F)F)F)OC